C1(CC1)C=1C=CC(=NC1)C1=CN=C(O1)NC=1C=CC(=NC1)C(N)=NO 5-((5-(5-cyclopropylpyridin-2-yl)oxazol-2-yl)amino)-N'-hydroxypicolinimidamide